C(C)(C)(C)C=1C=C(N(N1)CC1CC1)NC(NC=1SC(=CN1)CCC1=CC(=NC=C1)NC(C)=O)=O N-[4-(2-{2-[3-(5-tert-Butyl-2-cyclopropylmethyl-2H-pyrazol-3-yl)-ureido]-thiazol-5-yl}-ethyl)-pyridin-2-yl]-acetamide